F[P-](F)(F)(F)(F)F.C(=C)N1CN(C=C1)CCOCC 1-vinyl-3-ethoxyethylimidazole hexafluorophosphate salt